(1R,3S,4R)-N-((R)-1-cyano-2-((S)-2-oxopyrrolidin-3-yl)ethyl)-5,5-difluoro-2-(2-methyl-1H-indole-7-carbonyl)-2-azabicyclo[2.2.2]octane-3-carboxamide C(#N)[C@@H](C[C@H]1C(NCC1)=O)NC(=O)[C@H]1N([C@H]2CC([C@@H]1CC2)(F)F)C(=O)C=2C=CC=C1C=C(NC21)C